S(N)(OC(CC(=O)N(C)C)CCCC)(=O)=O butyl-(3-dimethylamino-3-oxopropyl) sulfamate